4-hydroxybutan OCCCC